O=C1C(=CC=CN1)C(F)(F)F 6-oxo-5-(trifluoromethyl)-1,6-dihydropyridine